C(C1=CC=CC=C1)OCC1CC(C1)OC(C1=CC=C(C=C1)[N+](=O)[O-])=O [3-(benzyloxymethyl)cyclobutyl]4-nitrobenzoate